(3R,6S)-1-(2-(4-(dimethylamino)phenyl)acetyl)-6-methylpiperidine-3-carboxylic acid methyl ester COC(=O)[C@H]1CN([C@H](CC1)C)C(CC1=CC=C(C=C1)N(C)C)=O